C(C)OC(CN)OCC 2,2-diethoxyethan-1-amine